F[C@]1(CN(CC[C@H]1O)C1=NC=CC(=N1)NC=1N=CC2=C(N=CC(=C2C1)[C@H](CO)C)N1[C@@H]([C@H](C1)OC)C)C (3S,4R)-3-fluoro-1-(4-((5-((R)-1-hydroxypropan-2-yl)-8-((2R,3S)-3-methoxy-2-methylazetidin-1-yl)-2,7-naphthyridin-3-yl)amino)pyrimidin-2-yl)-3-methylpiperidin-4-ol